CC=1N=CSC1C1=CC=C(C=C1)C1(N(CCC1)C)C(=O)N 4-(4-methyl-1,3-thiazol-5-yl)phenyl[methyl]pyrrolidine-2-carboxamide